Ethyl-5-(1-benzothiophen-2-yl)-1H-pyrazole C(C)N1N=CC=C1C=1SC2=C(C1)C=CC=C2